(1S,3S,5S)-5-methyl-2-((4-(naphthalen-1-yloxy)butanoyl)glycyl)-2-azabicyclo[3.1.0]hexane-3-carboxylic acid C[C@@]12C[C@H](N([C@H]2C1)C(CNC(CCCOC1=CC=CC2=CC=CC=C12)=O)=O)C(=O)O